CC(CCCC(=O)C)CCC=C(C)C 6,10-dimethylundecen-2-one